N1[C@@H](CCCCC1)C(CC)OC1=NC(=C(C=2N=C(NC(C21)=O)Cl)F)Cl 5-(1-((S)-azepan-2-yl)propoxy)-2,7-dichloro-8-fluoropyrido[4,3-d]pyrimidin-4(3H)-one